5,6-dimethylpyridine-3-sulfonamide CC=1C=C(C=NC1C)S(=O)(=O)N